NC=1C=C(C(=C(C1)[C@H](C)C=1C(=NC(=CC1)N1[C@H](CN(CC1)C)C)C)F)C(F)F ((R)-1-(5-amino-3-(difluoromethyl)-2-fluorophenyl)ethyl)-6-((S)-2,4-dimethylpiperazin-1-yl)-2-methylpyridin